2-(4-cyclopropanesulfonamidopyridin-2-yl)-N-[4-(6-ethoxypyrazin-2-yl)phenyl]acetamide C1(CC1)S(=O)(=O)NC1=CC(=NC=C1)CC(=O)NC1=CC=C(C=C1)C1=NC(=CN=C1)OCC